C1(=CC=CC=C1)NC(=O)C1=NN(C(C=C1C)=O)C1=CC=C(C=C1)OC1=CC=NC2=CC(=C(C=C12)OC)OC N-phenyl-1-[4-(6,7-dimethoxyquinolin-4-yloxy)phenyl]-4-methyl-6-oxo-1,6-dihydropyridazine-3-carboxamide